C(C)(C)(C)NC(CN(C)C=1C2=C(N=C(N1)C1=NC=CC(=C1)OCCNC(C)=O)CCC2)=O N-tert-butyl-2-({2-[4-(2-acetamidoethoxy)pyridin-2-yl]-5H,6H,7H-cyclopenta[d]pyrimidin-4-yl}(methyl)amino)acetamide